C1=CC=C(C=C1)P(C2=CC=CC=C2)C3=C(C4=CC=CC=C4C=C3)C5=C(C=CC6=CC=CC=C65)P(C7=CC=CC=C7)C8=CC=CC=C8 (S)-(-)-2,2'-bis(diphenylphosphino)-1,1'-binaphthyl